BrC1=CC2=C(OC(C(N2)=O)C2=CC=C(C=C2)C(F)(F)F)C=C1 6-bromo-2-(4-(trifluoromethyl)phenyl)-2H-benzo[b][1,4]oxazin-3(4H)-one